(R)-N6-((1-(Benzo[b]thiophen-4-yl)piperidin-4-yl)methyl)-N6-propyl-4,5,6,7-tetrahydrobenzo[d]thiazole-2,6-diamine S1C2=C(C=C1)C(=CC=C2)N2CCC(CC2)CN([C@H]2CC1=C(N=C(S1)N)CC2)CCC